C(C)C1(C(NC(C(C1C1=C(C(=CC=C1)F)C(C)F)(C(=O)[O-])C)C)COC(C)=O)C(=O)[O-] 3-Ethyl-5-methyl-2-(acetoxymethyl)-4-(3-fluoro-2-(1-fluoroethyl) phenyl)-6-methyl-1,4-dihydropyridine-3,5-dicarboxylate